6-(3-aminopyrrolidin-1-yl)-N2-[(S)-1-(4-fluorophenyl)ethyl]-N4-(pyrazin-2-yl)pyrimidine-2,4-diamine NC1CN(CC1)C1=CC(=NC(=N1)N[C@@H](C)C1=CC=C(C=C1)F)NC1=NC=CN=C1